C(C)C1=NC(=NC(=C1S(=O)(=O)N1CC2(C1)CN(C2)C[C@@H]2COCC2)C)C(F)(F)F 2-[4-ethyl-6-methyl-2-(trifluoromethyl)pyrimidin-5-yl]sulfonyl-6-[[(3R)-oxolan-3-yl]methyl]-2,6-diazaspiro[3.3]heptane